FC=1C=C(C=CC1N1CCN(CC1)C)NC1=NC=2C3=C(C=CC2C=N1)N=NN3C(C)C N-(3-Fluoro-4-(4-methylpiperazin-1-yl)phenyl)-1-isopropyl-1H-[1,2,3]triazolo[4,5-h]quinazolin-8-amine